Tert-butyl (12aR)-9-bromo-10-chloro-7-methoxy-6-oxo-3,4,12,12a-tetrahydro-6H-pyrazino[2,1-c][1,4]benzoxazepine-2(1H)-carboxylate BrC1=C(C2=C(C(N3[C@@H](CO2)CN(CC3)C(=O)OC(C)(C)C)=O)C(=C1)OC)Cl